(4-(5-(aminomethyl)-2-fluorophenyl)piperidin-1-yl)(6,7-dihydroxynaphthalen-1-yl)methanone NCC=1C=CC(=C(C1)C1CCN(CC1)C(=O)C1=CC=CC2=CC(=C(C=C12)O)O)F